methyl difluoroacetate (methyl difluoroacetate) CC(C(=O)O)(F)F.FC(C(=O)OC)F